BrCC1=CC=C(C=C1)B([O-])[O-] 4-(bromomethyl)phenylboronate